FC=1C=CC(=C(C1)NC1=CC(=NC=C1)C)[N+](=O)[O-] N-(5-fluoro-2-nitro-phenyl)-2-methyl-pyridin-4-amine